2-(4-tert-butyl-N-(2-chloroacetyl)anilino)-N-cyclohexyl-2-(3-pyridyl)acetamide C(C)(C)(C)C1=CC=C(N(C(CCl)=O)C(C(=O)NC2CCCCC2)C=2C=NC=CC2)C=C1